OC1CN(C1)C1=NC=C(C(=N1)NC1=NNC2=CC(=CC=C12)[C@@H]1C[C@@]12C(NC1=CC=C(C=C21)OC)=O)OC (1R,2S)-2-(3-{[2-(3-hydroxyazetidin-1-yl)-5-methoxypyrimidin-4-yl]amino}-1H-indazol-6-yl)-5'-methoxyspiro[cyclopropan-1,3'-indol]-2'(1'H)-one